C1(=CC=CC=C1)N1C2=CC=CC=C2C=2C=C(C=CC12)C1=CC=C(C=C1)N(C1=CC=2C(C3=CC=CC=C3C2C=C1)(C)C)C1=CC=C(C=C1)C1=CC=C(C=C1)C1=CC=CC=C1 N-[4-(9-phenyl-9H-carbazol-3-yl)phenyl]-N-(1,1':4',1''-terphenyl-4-yl)-9,9-dimethyl-9H-fluoren-2-amine